4-(4-(5-(2,4-Dichlorophenyl)-4,5-dihydro-1H-pyrazol-3-yl)phenoxy)-N-methylpicolinamide ClC1=C(C=CC(=C1)Cl)C1CC(=NN1)C1=CC=C(OC2=CC(=NC=C2)C(=O)NC)C=C1